FC1=CC=2N(C=C1)C(=CN2)C2=C1CNC(C1=C(C=C2)NC2=NC(=C(C=C2)[C@@H]2COCC2)CNCC(F)(F)F)=O (R)-4-(7-fluoro-imidazo[1,2-a]pyridin-3-yl)-7-((5-(tetrahydrofuran-3-yl)-6-(((2,2,2-trifluoroeth-yl)amino)meth-yl)pyridin-2-yl)amino)isoindolin-1-one